2-[(3R)-3-({6-[2-hydroxy-4-(trifluoromethyl)phenyl]-5-methylpyridazin-3-yl}amino)piperidin-1-yl]-N-{3-hydroxybicyclo[1.1.1]pentan-1-yl}acetamide OC1=C(C=CC(=C1)C(F)(F)F)C1=C(C=C(N=N1)N[C@H]1CN(CCC1)CC(=O)NC12CC(C1)(C2)O)C